2-(3,5-difluorophenyl)-3-(4-(methylsulfonyl)phenyl)-2-cyclopentene-1-one FC=1C=C(C=C(C1)F)C=1C(CCC1C1=CC=C(C=C1)S(=O)(=O)C)=O